C(C1=CC=CC=C1)OC1(C2=NN=C(C3=C(C=C(C(CCCC=CCC1)=N3)C(F)(F)F)NC(OC(C)(C)C)=O)O2)C(F)(F)F tert-butyl N-[6-benzyloxy-6,15-bis(trifluoromethyl)-19-oxa-3,4,18-triazatricyclo[12.3.1.12,5]nonadeca-1(17),2,4,9,14(18),15-hexaen-17-yl]carbamate